4-methyl-4,5,6,7-tetrahydropyrazolo[4,3-c]pyridine-5-carboxylate CC1N(CCC2=C1C=NN2)C(=O)[O-]